NC1=C(C(=O)NC2=NC(=CC=C2)C2=NN=CN2C(C)C)C=CC(=C1)F 2-amino-4-fluoro-N-(6-(4-isopropyl-4H-1,2,4-triazol-3-yl)pyridin-2-yl)benzamide